C(C)(C)(C)OC(=O)N=S(=O)(C)/C=C/C(C1CC1)NC(OC(C)(C)C)=O Tert-butyl (E)-(3-(N-(tert-butoxycarbonyl)-S-methylsulfonimidoyl)-1-cyclopropylallyl)carbamate